N(=C=O)C1=CC2=CC(=CC=C2C=C1)N=C=O 2,7-diisocyanatonaphthalene